C(C)(=O)N1\C(\C(C2=CC=CC=C12)=O)=C/C1=NC2=CC=C(C=C2C=C1)C(=O)N1CCC(CC1)N1CCOCC1 (Z)-1-acetyl-2-((6-(4-morpholinopiperidine-1-carbonyl)quinoline-2-yl)methylene)indolin-3-one